CC(C(=O)[O-])N(C(CCC(NCCOCCOCCC(=O)[O-])=O)=O)C 2,3-dimethyl-4,7-dioxo-11,14-dioxa-3,8-diazaheptadecanedioate